3-(6-(2-azabicyclo[4.1.0]heptane-2-carbonyl)naphthalen-1-yl)-6-methyl-5,6-dihydro-7H-pyrrolo[3,4-b]pyridin-7-one C12N(CCCC2C1)C(=O)C=1C=C2C=CC=C(C2=CC1)C=1C=C2C(=NC1)C(N(C2)C)=O